C(C)(C)(C)C1=NOC(=N1)C(=O)NC1CCCCC2=C1C=CC(=C2)C2=CC(=NC=C2)NC(=O)C2CC21CCC1 3-(tert-butyl)-N-(2-(2-(spiro[2.3]hexane-1-carboxamido)pyridin-4-yl)-6,7,8,9-tetrahydro-5H-benzo[7]annulen-5-yl)-1,2,4-oxadiazole-5-carboxamide